Pentamethylcyclopentadienyl-(1-ethyl-benzo[f]indenyl)hafnium CC1=C(C(=C(C1([Hf]C=1CC=2C=C3C(=CC2C1CC)C=CC=C3)C)C)C)C